(3,5-dimethylphenyl)(mesitylene) iodonium trifluoromethanesulfonate FC(S(=O)(=O)[O-])(F)F.[IH2+].CC=1C=C(C=C(C1)C)C1=C(C=C(C=C1C)C)C